(1S,4S)-2-(2-(4-(9-benzyl-6-(1-methylcyclopropoxy)-9H-purin-8-yl)-3-chlorophenoxy)ethyl)-2,5-diazabicyclo[2.2.2]octane C(C1=CC=CC=C1)N1C2=NC=NC(=C2N=C1C1=C(C=C(OCCN2[C@@H]3CN[C@H](C2)CC3)C=C1)Cl)OC1(CC1)C